1-(2-(2-(4-(3-(4-amino-2-(ethoxymethyl)-1-(3-hydroxy-2-(hydroxymethyl)-2-methylpropyl)-1H-imidazo[4,5-c]quinolin-7-yl)propyl)piperazin-1-yl)ethoxy)ethyl)-1H-pyrrole-2,5-dione NC1=NC=2C=C(C=CC2C2=C1N=C(N2CC(CO)(C)CO)COCC)CCCN2CCN(CC2)CCOCCN2C(C=CC2=O)=O